6-bromohexyl 6,6-bis(non-3-yn-1-yloxy)hexanoate C(CC#CCCCCC)OC(CCCCC(=O)OCCCCCCBr)OCCC#CCCCCC